ClC=1C=C2C(=NN1)N(N=C2O)C2CN(CCC2)C(=O)OC(C)(C)C tert-Butyl 3-(5-chloro-3-hydroxy-1H-pyrazolo[3,4-c]pyridazin-1-yl)piperidine-1-carboxylate